C12CN(CC(CC1)N2)C=2C=1N(N=CC2)C=C(C1)C1=C(C(=NC=C1)OC)F 4-(3,8-diazabicyclo[3.2.1]octan-3-yl)-6-(3-fluoro-2-methoxypyridin-4-yl)pyrrolo[1,2-b]pyridazine